(R)-N-((S)-1-(4-Fluoro-1-((2-(trimethylsilyl)ethoxy)methyl)-1H-benzo[d]imidazol-5-yl)-2-methoxyethyl)-2-methylpropane-2-sulfinamide FC1=C(C=CC=2N(C=NC21)COCC[Si](C)(C)C)[C@@H](COC)N[S@](=O)C(C)(C)C